FC1=C(C=C(C(=C1OC)F)F)C1=CC=C(S1)C(=O)N1[C@@H](CCC1)C(=O)OC(C)(C)C tert-Butyl (5-(2,4,5-trifluoro-3-methoxyphenyl)thiophene-2-carbonyl)prolinate